C(CCC)C=1N(C(=C(N1)Cl)C(=O)O)CC1=CC=C(C=C1)C1=CC(=CC=C1C(=O)OC)C1=CC=CC=C1 2-butyl-4-chloro-1-((6'-(methoxycarbonyl)-[1,1':3',1''-terphenyl]-4-yl)methyl)-1H-imidazole-5-carboxylic Acid